NC=1C=C(C=CC1)/C=C/C(=O)C1=C(C=C(C=C1)Br)O (E)-3-(3-Aminophenyl)-1-(4-bromo-2-hydroxyphenyl)prop-2-en-1-one